1-(5-methoxy-2-methylphenyl)cyclopropane-1-carboximidamide COC=1C=CC(=C(C1)C1(CC1)C(N)=N)C